2-(methoxymethyl)-8,9-dimethyl-7-(8-methyl-3-(trifluoromethyl)-7,8-dihydro-1,6-naphthyridin-6(5H)-yl)-4H-pyrimido[1,2-b]pyridazin-4-one COCC=1N=C2N(N=C(C(=C2C)C)N2CC=3C=C(C=NC3C(C2)C)C(F)(F)F)C(C1)=O